CN(C(OC[C@@H](C1=CC=C(C=C1)S(=O)(=O)CC)NC(C1=CC=C(C=C1)N1[C@@H](C[C@@H](C1)OC1=CC=C(C=C1)C(F)(F)F)COC(F)F)=O)=O)C (R)-2-(4-((2S,4S)-2-((difluoromethoxy)methyl)-4-(4-(trifluoromethyl) phenoxy)pyrrolidin-1-yl)benzoylamino)-2-(4-(ethylsulfonyl)phenyl)ethyl dimethylcarbamate